FCCCN1CC(C1)NC1=CC=C(C=C1)[C@H]1N([C@@H](CC2=C3C(=CC=C12)NN=C3)C)CC(F)(F)F 1-(3-fluoropropyl)-N-(4-((6R,8R)-8-methyl-7-(2,2,2-trifluoroethyl)-6,7,8,9-tetrahydro-3H-pyrazolo[4,3-f]isoquinolin-6-yl)phenyl)azetidin-3-amine